3-(2-amino-4-methoxy-pyrimidin-5-yl)propionic acid ethyl ester C(C)OC(CCC=1C(=NC(=NC1)N)OC)=O